4-bromo-1-(1-(3-chlorophenyl)-2-((2-methoxyethyl)(methyl)amino)ethyl)pyridin BrC1=CCN(C=C1)C(CN(C)CCOC)C1=CC(=CC=C1)Cl